(6S)-2-azaspiro[3.4]octan-6-ol, Hydrochloride Salt Cl.C1NCC12C[C@H](CC2)O